N-(3-trimethoxysilylpropyl)ethylenediamine CO[Si](CCCNCCN)(OC)OC